rac-rel-cis-(1S,4S)-4-{[(tert-butoxy)carbonyl]amino}cyclohexane-1-carboxylic acid C(C)(C)(C)OC(=O)N[C@H]1CC[C@H](CC1)C(=O)O |o1:8,11|